1-phenyl-4-(3-(phenylsulfonyl)-2-(piperidin-1-yl)propyl)piperazine C1(=CC=CC=C1)N1CCN(CC1)CC(CS(=O)(=O)C1=CC=CC=C1)N1CCCCC1